C(C)(C)(C)C=1C=CC=2N(C3=CC=C(C=C3SC2C1)C(C)(C)C)C1=C2C=CC=C3C2=C(C=C1)C1=NC2=CC(=C(C=C2N=C13)C#N)C#N 3-(3,7-di-tert-butyl-10H-phenothiazin-10-yl)acenaphtho[1,2-b]quinoxaline-9,10-dinitrile